N[C@H]1C2N(CC1CC2)C(=O)C=2C=CC=1N(C2)N=C(C1C)C=1N(C2=C(C=CC=C2C1)C1CCN(CC1)C([C@@H](C)O)=O)CC1CC1 (2R)-1-(4-(2-(6-((7R)-7-amino-2-azabicyclo[2.2.1]heptane-2-carbonyl)-3-methylpyrazolo[1,5-a]pyridin-2-yl)-1-(cyclopropylmethyl)-1H-indol-7-yl)piperidin-1-yl)-2-hydroxy-propan-1-one